CC1(CCC=2C1=NC1=C(C2NC(=O)N=[S@](=O)(N)C2=NN(C=C2)C(C)C)CCC1)C (R)-N'-((3,3-dimethyl-1,2,3,5,6,7-hexahydrodicyclopenta[b,e]pyridin-8-yl)carbamoyl)-1-isopropyl-1H-pyrazole-3-sulfonimidamide